2-methyl-1,5-dioxaundecane-6,11-dione CC(O)CCOC(CCCCC=O)=O